FC(C1=NNC2=NC=NC(=C21)N)F 3-(difluoromethyl)-1H-pyrazolo[3,4-d]pyrimidin-4-amine